C(CCCCCCC)OC[C@@H](OCCCCCCCC)COP(=O)(O)O 1,2-dioctyl-sn-glycero-3-phosphate